(rac)-3-Methyl-2-(2-(pyrrolidin-2-yl)-1H-imidazo[4,5-b]pyridin-5-yl)-5-(trifluoro-methyl)phenol CC=1C(=C(C=C(C1)C(F)(F)F)O)C1=CC=C2C(=N1)N=C(N2)[C@@H]2NCCC2 |r|